ClC=1C=C(C=CC1C(=O)N1CCN(CC1)C(=O)C1CCN(CC1)C(CN(C)C)=O)NC(=O)C=1N(C(=CN1)C1=C(C(=C(C=C1)OC)F)F)C N-[3-chloro-4-[4-[1-[2-(dimethylamino)acetyl]piperidine-4-carbonyl]piperazine-1-carbonyl]phenyl]-5-(2,3-difluoro-4-methoxy-phenyl)-1-methyl-imidazole-2-carboxamide